CC(CCCCC)C(=O)OC(C)(C)C Tert-butyl heptan-2-carboxylate